(2,6-Dioxopiperidin-3-yl)-5-(2-hydroxy-7-azaspiro[3.5]non-7-yl)isoindole-1,3-dione O=C1NC(CCC1C1=C2C(NC(C2=CC=C1N1CCC2(CC(C2)O)CC1)=O)=O)=O